BrC=1C=C(C(N(C1)CC1=CC(=CC=C1)Cl)=O)C(=O)NC 5-bromo-1-(3-chlorobenzyl)-N-methyl-2-oxo-1,2-dihydropyridine-3-carboxamide